ClC1=C(C=C(C=C1)[C@]1(O)[C@H](O)[C@@H](O)[C@H](O)[C@H](O1)CO)CC1=CC=C(C=C1)C#C 1-chloro-4-(β-D-glucopyranos-1-yl)-2-(4-ethynyl-benzyl)-benzene